tert-butyl (2R)-2-(2-bromoacetyl)-octahydro-1H-indole-1-carboxylate BrCC(=O)[C@@H]1N(C2CCCCC2C1)C(=O)OC(C)(C)C